C(CC=C)([2H])([2H])N[C@H](C([2H])([2H])O[Si](C1=CC=CC=C1)(C1=CC=CC=C1)C(C)(C)C)CC=C (S)-N-(but-3-en-1-yl-1,1-d2)-1-((tert-butyldiphenylsilyl)oxy)pent-4-en-1,1-d2-2-amine